4-((4-chloro-7-ethoxyquinazolin-6-yl)oxy)piperidine-1-carboxylic acid tert-butyl ester C(C)(C)(C)OC(=O)N1CCC(CC1)OC=1C=C2C(=NC=NC2=CC1OCC)Cl